FC(C1=CC=C(C=C1)C1=NN(C=2C1=NC=CC2)C2CN(C2)C(=O)\C(\C#N)=C\C)(F)F (E)-2-(3-(3-(4-(trifluoromethyl)-phenyl)-1H-pyrazolo[4,3-b]-pyridin-1-yl)azetidine-1-carbonyl)-but-2-enenitrile